BrC=1C=CC=2N(C1)C(=CN2)CCN(C(OC(C)(C)C)=O)C tert-butyl (2-(6-bromoimidazo[1,2-a]pyridin-3-yl)ethyl)(N-methyl)carbamate